N1(N=CC=C1)C1=CC=C(C2=C1N=CS2)C2=CC=C(N=N2)NC2CC1CCC(C2)N1C(=O)OC(C)(C)C tert-butyl (exo)-3-({6-[4-(pyrazol-1-yl)-1,3-benzothiazol-7-yl] pyridazin-3-yl}amino)-8-azabicyclo[3.2.1]octane-8-carboxylate